C(C)(C)(C)OC(=O)N([C@@H](CC(=O)OC)C1=CC=CC=C1)CCC(=O)OC methyl (S)-3-((tert-butoxycarbonyl) (3-methoxy-3-oxopropyl) amino)-3-phenylpropionate